IC1=CC=C(S1)CCOC1OCCCC1 2-[2-(5-iodo-2-thienyl)ethoxy]tetrahydropyran